C(C)(C)(C)OC(=O)N1N=CC=2C=NC(=CC21)Br 6-Bromopyrazolo[4,3-c]pyridine-1-carboxylic Acid tert-butyl ester